CC=1C=C(C=CC1C)N1C(C[C@H](C1)C(=O)N1CCC(CC1)C1=NOC(=N1)C=1C=C(C=CC1)C)=O |r| racemic-1-(3,4-dimethylphenyl)-4-(4-(5-(m-tolyl)-1,2,4-oxadiazol-3-yl)piperidine-1-carbonyl)pyrrolidin-2-one